FC(CO)F 2,2-di-fluoroethan-1-ol